N-(1,2-dioleoyloxyprop-3-yl)-N,N-dimethyl-N-hydroxyethyl-ammonium bromide [Br-].C(CCCCCCC\C=C/CCCCCCCC)(=O)OCC(C[N+](CCO)(C)C)OC(CCCCCCC\C=C/CCCCCCCC)=O